C(C)OC(=O)C=1N=COC1CC.Cl.NCC(CC)=O 1-aminobutan-2-one hydrogen chloride Ethyl-5-ethyl-1,3-oxazole-4-carboxylate